(R)-6-(4-(2-(3,6-dihydro-2H-pyran-4-yl)phenyl)piperidin-1-yl)-2-azaspiro[3.4]octane-2-carboxylic acid tert-butyl ester C(C)(C)(C)OC(=O)N1CC2(C1)C[C@@H](CC2)N2CCC(CC2)C2=C(C=CC=C2)C=2CCOCC2